4-[8-fluoro-5-(4-fluoro-3-methoxy-phenyl)-6-tetrahydropyran-4-yl-1H-pyrrolo[2,3-f]indazol-7-yl]cyclohexanecarboxylic acid FC=1C2=C(C=C3C=NNC13)N(C(=C2C2CCC(CC2)C(=O)O)C2CCOCC2)C2=CC(=C(C=C2)F)OC